COC(C=CC1=CC=C(C=C1)C(C1=CC=C(C=C1)OCCCCCCCCO)=O)=O 4-[4-(8-hydroxyoctyloxy)benzoyl]cinnamic acid methyl ester